ClCCNC1=CC(=CC(=C1)OC)OC N-(2-chloroethyl)-3,5-dimethoxy-aniline